CS(=O)(=O)C(C)(C)C=1C=2N(N=C(C1)N1[C@@H](COCC1)C)C(=NC2)C2=CC=NN2 (3R)-4-[4-(2-methanesulfonylprop-2-yl)-7-(1H-pyrazol-5-yl)imidazo[1,5-b]pyridazin-2-yl]-3-methylmorpholine